C(C)C=1C(=NN2C1NC(=CC2=O)Cl)C2=NC=CN=C2C ethyl-5-chloro-2-(3-methylpyrazin-2-yl)-7-oxo-4,7-dihydropyrazolo[1,5-a]pyrimidine